2-trityl-1,2,3,4-tetrahydroisoquinoline C(C1=CC=CC=C1)(C1=CC=CC=C1)(C1=CC=CC=C1)N1CC2=CC=CC=C2CC1